7-neopentyl-4-(4-(trifluoromethyl)-naphthalen-2-yl)benzo[4,5]thieno[3,2-d]pyrimidine C(C(C)(C)C)C1=CC2=C(C=3N=CN=C(C3S2)C2=CC3=CC=CC=C3C(=C2)C(F)(F)F)C=C1